FC1=CC=C(OCC(C(=O)NC2CCN(CC2)C)(C)C)C=C1 3-(4-fluorophenoxy)-2,2-dimethyl-N-(1-methylpiperidin-4-yl)propionamide